ferroceneformaldehyde [C-]1(C=CC=C1)C=O.[CH-]1C=CC=C1.[Fe+2]